4-((4-((2-(dimethylphosphoryl)phenyl)amino)-5-(trifluoromethyl)pyrimidin-2-yl)amino)-N-isobutoxy-2-Methylbenzamide CP(=O)(C)C1=C(C=CC=C1)NC1=NC(=NC=C1C(F)(F)F)NC1=CC(=C(C(=O)NOCC(C)C)C=C1)C